tert-butyl (R)-3-((S)-3-(3-aminophenyl)-1-(tert-butoxy)-1-oxopropane-2-yl)pyrrolidine-1-carboxylate NC=1C=C(C=CC1)C[C@H](C(=O)OC(C)(C)C)[C@@H]1CN(CC1)C(=O)OC(C)(C)C